4-(2-((4,6-dimethylpyrimidin-2-yl)amino)-4-(trifluoromethyl)phenyl)piperidine CC1=NC(=NC(=C1)C)NC1=C(C=CC(=C1)C(F)(F)F)C1CCNCC1